Cl.C(CC)[C@]1(CNCC1)C=O ((S)-3-propyl-pyrrolidin-3-yl)-methanone hydrochloride